CN(C)CC1CN(CCC1(O)C=1C=C(C(=O)N)C=CC1)CCC1=CC=CC=C1 3-(3-((dimethylamino)methyl)-4-hydroxy-1-phenethylpiperidin-4-yl)benzamide